FC1(CC12CCN(CC2)C2=NC1=CC=C(C=C1C=C2C(=O)NC2=CC(=NC=C2)S(N)(=O)=O)F)F 2-(1,1-difluoro-6-azaspiro[2.5]octane-6-yl)-6-fluoro-N-(2-sulfamoylpyridin-4-yl)quinoline-3-carboxamide